DihydroImidazole C1NC=CN1